F[C@H]1CN(CC[C@H]1NC1=C2C=C(N(C2=CC=C1)CC(F)(F)F)C#CCNC1=C(C=C(C=C1)S(=O)(=O)N)OC)C[C@H](COC)O 4-{[3-(4-{[(3S,4R)-3-fluoro-1-[(2R)-2-hydroxy-3-methoxypropyl]piperidin-4-yl]amino}-1-(2,2,2-trifluoroethyl)-1H-indol-2-yl)prop-2-yn-1-yl]amino}-3-methoxybenzene-1-sulfonamide